3-(4-nitro-1H-imidazol-1-yl)cyclobutanecarbonitrile [N+](=O)([O-])C=1N=CN(C1)C1CC(C1)C#N